1-[4-(5-[(5-chlorothiophen-2-yl)methyl]amino-1-(thiophene-3-carbonyl)-1H-pyrazol-3-yl)piperidin-1-yl]-2,2-dimethylpropan-1-one ClC1=CC=C(S1)CNC1=CC(=NN1C(=O)C1=CSC=C1)C1CCN(CC1)C(C(C)(C)C)=O